(R)-6-(1-((benzyloxy)methyl)cyclopropyl)-4-((1-(3-(difluoromethyl)-2-fluorophenyl)ethyl)amino)-2-methylpyrido[3,4-d]pyridazine-1,7(2H,6H)-dione C(C1=CC=CC=C1)OCC1(CC1)N1C=C2C(=NN(C(C2=CC1=O)=O)C)N[C@H](C)C1=C(C(=CC=C1)C(F)F)F